1-(4-fluorophenyl)-3-(2-phenylbenzo[d]oxazol-6-yl)urea FC1=CC=C(C=C1)NC(=O)NC1=CC2=C(N=C(O2)C2=CC=CC=C2)C=C1